NC=1C=C(C=CC1)C(C(=O)NC1=NC=C(C(=C1)C1=C2N(N=C1)CC(C2)(C)C)Cl)C 2-(3-aminophenyl)-N-(5-chloro-4-(5,5-dimethyl-5,6-dihydro-4H-pyrrolo[1,2-b]pyrazol-3-yl)pyridin-2-yl)propionamide